FC1=NN(C(=C1)B1OC(C(O1)(C)C)(C)C)C1OCCCC1 3-fluoro-1-tetrahydropyran-2-yl-5-(4,4,5,5-tetramethyl-1,3,2-dioxaborolan-2-yl)pyrazole